3-[[2-(methacryloxy)ethyl]dimethylammonio]propane-1-Sulfonate C(C(=C)C)(=O)OCC[N+](CCCS(=O)(=O)[O-])(C)C